6-chloro-1-(3-cyclopropyl-4-pyridinyl)-7-(2-fluoro-6-hydroxy-phenyl)-4-((2S)-2-methyl-4-(2-propenoyl)-1-piperazinyl)-2(1H)-quinazolinone ClC=1C=C2C(=NC(N(C2=CC1C1=C(C=CC=C1O)F)C1=C(C=NC=C1)C1CC1)=O)N1[C@H](CN(CC1)C(C=C)=O)C